CN(C)C(N1N=[N+](C2=C1C=CC=C2)[O-])N(C)C 3-[bis(dimethylamino)methyl]-3H-benzotriazol-1-oxide